4-((1R,3R)-3-hydroxy-4,4-dimethylcyclohexylamino)-2-(1-methylcyclopropylamino)pyrimidine-5-carboxamide O[C@@H]1C[C@@H](CCC1(C)C)NC1=NC(=NC=C1C(=O)N)NC1(CC1)C